C(#N)C1=CC=2N(N=C1)C(=CC2)C2=NC=C(C(=C2)NC2CC(C2)CNC(OC)=O)C=2SC(=NN2)C2CCC(CC2)NC(=O)C2CC2 methyl (((1R,3r)-3-((2-(3-cyanopyrrolo[1,2-b]pyridazin-7-yl)-5-(5-((1r,4R)-4-(cyclopropanecarboxamido) cyclohexyl)-1,3,4-thiadiazol-2-yl)pyridin-4-yl)amino)cyclobutyl) methyl)carbamate